tert-butyl 4-[2-[[2-[N-[(2R,4R)-4-methoxypyrrolidine-2-carbonyl]-4-(pentafluoro-λ6-sulfanyl)anilino]-2-(3-pyridyl)acetyl]amino]ethyl]piperazine-1-carboxylate CO[C@@H]1C[C@@H](NC1)C(=O)N(C1=CC=C(C=C1)S(F)(F)(F)(F)F)C(C(=O)NCCN1CCN(CC1)C(=O)OC(C)(C)C)C=1C=NC=CC1